6,7-dihydro-5H-pyrazolo[5,1-b][1,3]oxazine-3-carbaldehyde N1=CC(=C2OCCCN21)C=O